(R)-4-(3-(azetidin-1-yl)-3-methylpyrrolidin-1-yl)-3-chloro-N-(2,4-dimethoxybenzyl)-2,6-difluoro-N-(6-fluoropyridin-2-yl)benzenesulfonamide N1(CCC1)[C@]1(CN(CC1)C1=C(C(=C(C(=C1)F)S(=O)(=O)N(C1=NC(=CC=C1)F)CC1=C(C=C(C=C1)OC)OC)F)Cl)C